COC1=CC=C(CN2N=CC(=C(C2=O)C(F)(F)F)N[C@H](COC2C(N(CC2)C2CCN(CC2)C2=NC=C(N=C2)C(F)(F)F)=O)C)C=C1 2-(4-methoxybenzyl)-5-(((2S)-1-((2-oxo-1-(1-(5-(trifluoromethyl)pyrazin-2-yl)piperidin-4-yl)pyrrolidin-3-yl)oxy)propan-2-yl)amino)-4-(trifluoromethyl)pyridazin-3(2H)-one